C(C=C)(=O)N1[C@H](CN(CC1)C1=NC(=NC=2CC(CCC12)N1C2=C(OCC1)C=CC=C2)OC[C@H]2N(CCC2)CC)CC#N 2-((2S)-1-Acryloyl-4-(7-(2,3-dihydro-4H-benzo[b][1,4]oxazin-4-yl)-2-(((S)-1-ethylpyrrolidin-2-yl)methoxy)-5,6,7,8-tetrahydroquinazolin-4-yl)piperazin-2-yl)acetonitrile